6,7-difluoronaphthalene-1(2H)-one FC=1C=C2C=CCC(C2=CC1F)=O